C(C)OC(C=C)=O.C[NH2+]C dimethylammonium ethylacrylate